trans-4-((3-(2-(Dimethylamino) pyrimidin-5-yl)phenyl)((trans-4-(4-methoxy-3-methylphenyl)cyclohexyl) methyl)carbamoyl)cyclohexyl methylcarbamate CNC(O[C@@H]1CC[C@H](CC1)C(N(C[C@@H]1CC[C@H](CC1)C1=CC(=C(C=C1)OC)C)C1=CC(=CC=C1)C=1C=NC(=NC1)N(C)C)=O)=O